2-(1-(4-(2,6-dioxopiperidin-3-yl)-2,5-difluorophenyl)-4-hydroxypiperidin-4-yl)acetic acid O=C1NC(CCC1C1=CC(=C(C=C1F)N1CCC(CC1)(O)CC(=O)O)F)=O